3-(tert-butyl)bicyclo[1.1.1]pentane-1-carboxylic acid C(C)(C)(C)C12CC(C1)(C2)C(=O)O